methyl 6-bromo-3-iodo-pyrazine-2-carboxylate BrC1=CN=C(C(=N1)C(=O)OC)I